CC1=C(OC2=C(C=C(C=C2C1=O)C)[C@@H](C)NC=1C(=NC(=CC1)C(F)(F)F)C)C=1C=NN(C1)C 3,6-Dimethyl-2-(1-methylpyrazol-4-yl)-8-[(1R)-1-[[2-methyl-6-(trifluoromethyl)-3-pyridyl]amino]ethyl]chromen-4-one